ClC=1C=2C(NC(C1C1=NC3=C(N1)C=C(C(=C3)C)C(=O)N3CCCC3)=O)=CN(N2)C 7-chloro-2-methyl-6-(5-methyl-6-(pyrrolidine-1-carbonyl)-1H-benzo[d]imidazol-2-yl)-2H-pyrazolo[4,3-b]pyridin-5(4H)-one